C(CCC)OC1=CC=C(OP2(=NP(=NP(=N2)(OC2=CC=C(C=C2)OCCCC)OC2=CC=C(C=C2)OCCCC)(OC2=CC=C(C=C2)OCCCC)OC2=CC=C(C=C2)OCCCC)OC2=CC=C(C=C2)OCCCC)C=C1 hexa(4-n-butoxy-phenoxy)-cyclotriphosphazene